3-[4-(1,3-benzothiazol-2-ylmethyl)-piperazin-1-yl]-N-ethyl-4-(2H-tetrazol-5-yl)aniline S1C(=NC2=C1C=CC=C2)CN2CCN(CC2)C=2C=C(NCC)C=CC2C=2N=NNN2